4-(N-(4-cyclohexylbenzyl)-2-(2,3,4,5,6-pentafluoro-N-methylphenylsulfonamido)acetamido)-2-hydroxybenzoic acid C1(CCCCC1)C1=CC=C(CN(C(CN(S(=O)(=O)C2=C(C(=C(C(=C2F)F)F)F)F)C)=O)C2=CC(=C(C(=O)O)C=C2)O)C=C1